(2R)-2-Amino-N-[3-(difluoromethoxy)-4-(2-methyl-1H-pyrrolo[2,3-b]pyridin-4-yl)phenyl]-3-hydroxy-3-methyl-butanamide N[C@@H](C(=O)NC1=CC(=C(C=C1)C1=C2C(=NC=C1)NC(=C2)C)OC(F)F)C(C)(C)O